3-(2-{3-methoxy-4-[(1r,3r)-3-(dimethylamino)cyclobutoxy]phenyl-amino}-4-pyrimidinylamino)-2(1H)-quinolinone COC=1C=C(C=CC1OC1CC(C1)N(C)C)NC1=NC=CC(=N1)NC=1C(NC2=CC=CC=C2C1)=O